5-chloro-4-(6,8-difluoro-2-(((2R-7aS)-2-fluorotetrahydro-1H-pyrrolizin-7a(5H)-yl)methoxy)-4-((S,5R)-1-methyl-3,8-diazabicyclo[3.2.1]octan-3-yl)quinazolin-7-yl)naphthalen-2-ol ClC1=C2C(=CC(=CC2=CC=C1)O)C1=C(C=C2C(=NC(=NC2=C1F)OC[C@]12CCCN2C[C@@H](C1)F)N1C[C@@]2(CC[C@H](C1)N2)C)F